C1(CC1)OC(=O)N[C@H](C(=O)NNC[C@@H]([C@H](CC1=CC=C(C=C1)I)NC(OC(C)(C)C)=O)O)C(C)(C)C tert-butyl ((2S,3S)-4-(2-((S)-2-((cyclopropoxycarbonyl)amino)-3,3-dimethylbutanoyl)hydrazinyl)-3-hydroxy-1-(4-iodophenyl)butan-2-yl)carbamate